FC(C(=O)O)(F)F.C(CN)N ethane-1,2-diamine trifluoroacetate salt